2',6'-Dimethoxy-3,4-dihydroxychalcone COC1=C(C(/C=C/C2=CC(=C(C=C2)O)O)=O)C(=CC=C1)OC